C(#N)CNC(C1=CN=CC(=C1)C(F)(F)F)=O N-(cyanomethyl)-5-(trifluoromethyl)nicotinamide